C12C3C(C(C=C1)C2)C(=O)OC3=O Bicyclo[2.2.1]hept-5-ene-2,3-dicarboxylic anhydride